FC(C=1OC(=NN1)C=1C=NC(=CC1)CN1N=NC(=C1)C1=C(C=CC=C1)C)F 2-(difluoromethyl)-5-(6-((4-(o-tolyl)-1H-1,2,3-triazol-1-yl)methyl)pyridin-3-yl)-1,3,4-oxadiazole